7-[7-(4-chloro-2-methyl-2H-indazol-5-yl)-5H-pyrrolo[2,3-b]pyrazin-3-yl]-1,7-diazaspiro[3.5]nonane ClC=1C2=CN(N=C2C=CC1C1=CNC2=NC(=CN=C21)N2CCC1(CCN1)CC2)C